3-bromo-9-chloro-8-(4-cyclopropylpiperazin-1-yl)-6,6-dimethyl-5,6-dihydro-11H-benzo[b]carbazol-11-one BrC1=CC=C2C=3C(C4=C(C(C3NC2=C1)(C)C)C=C(C(=C4)Cl)N4CCN(CC4)C4CC4)=O